CC1=C(C(=CC=C1)C)N1C(=NC=C1)C1=CC=C(C=C1)F N-(2,6-dimethyl-phenyl)-2-(4-fluorophenyl)imidazole